benzyl (2S)-2,4-dimethyl-1,4-diazacycloheptane-1-carboxylate C[C@@H]1N(CCCN(C1)C)C(=O)OCC1=CC=CC=C1